2-[(2S,5R)-2,5-Dimethylpyrrolidin-1-yl]-6-(6-methoxy-2-pyridyl)-N-[(2-oxo-1H-pyridin-3-yl)sulfonyl]pyridin-3-carboxamid C[C@@H]1N([C@@H](CC1)C)C1=NC(=CC=C1C(=O)NS(=O)(=O)C=1C(NC=CC1)=O)C1=NC(=CC=C1)OC